O=C1N(CCC1)CCCN(C1=CC=C(C=N1)C1=NC=2N(C(N(C(C2N1)=O)CCC)=O)CCOC)C(=O)C1=CC=C(C=C1)F 8-(6-{[3-(2-Oxo-1-pyrrolidinyl)propyl](4-fluorophenyl)carbonylamino}-3-pyridyl)-3-(2-methoxyethyl)-1-propylxanthine